2-(5-acetyl-2-oxa-5,8-diazaspiro[3.5]nonan-8-yl)-8-fluoroquinazoline-6-carbaldehyde C(C)(=O)N1C2(COC2)CN(CC1)C1=NC2=C(C=C(C=C2C=N1)C=O)F